4-aminobenzene phosphate P(=O)(O)(O)O.NC1=CC=CC=C1